C(C)N([C@@H](C(C)C)C(=O)O)C(=O)OC(C)(C)C ethyl(tert-butoxycarbonyl)-L-valine